ClC1=C(C=CC=C1)C1=CC2=C(N=C(N=C2)NC2COC2)N2C1=NCC2 6-(2-chlorophenyl)-N-(oxetan-3-yl)-8,9-dihydroimidazo[1',2':1,6]pyrido[2,3-d]pyrimidin-2-amine